bis(3-(2-butylimidazolyl)propyl)-N-methyl-amine C(CCC)C=1NC=C(N1)CCCN(C)CCCC=1N=C(NC1)CCCC